ClC1=C(C=CC=C1C1C(NC(CC1)=O)=O)C1=CC=C(C=C1)N1C(C=CC=C1C(F)F)=O 3-(2-chloro-4'-(6-(difluoromethyl)-2-oxopyridin-1(2H)-yl)-[1,1'-biphenyl]-3-yl)piperidine-2,6-dione